S1C=NC2=C1CC(CC2)N 4,5,6,7-tetrahydro-1,3-benzothiazol-6-amine